C(C=C)(=O)OCCC[Si](OCCC)(OCCC)C {3-(acryloyloxy)propyl}methyldipropoxysilane